(1r,2s)-2-(3-{[5-chloro-6-(3-hydroxyazetidin-1-yl)pyrimidin-4-yl]amino}-1H-indazol-6-yl)-5'-methoxyspiro[cyclopropan-1,3'-indol]-2'(1'H)-one ClC=1C(=NC=NC1N1CC(C1)O)NC1=NNC2=CC(=CC=C12)[C@@H]1C[C@@]12C(NC1=CC=C(C=C21)OC)=O